3-(5-((2',3'-difluoro-3,6-dihydro-[4,4'-bipyridyl]-1(2H)-yl)methyl)-1-oxoisoindolin-2-yl)piperidine-2,6-dione FC1=NC=CC(=C1F)C=1CCN(CC1)CC=1C=C2CN(C(C2=CC1)=O)C1C(NC(CC1)=O)=O